C(C)C1=NSC(=N1)NC(=O)N1C[C@@H]2[C@H](C1)CC(C2)N(C2=C1C(=NC=C2C#N)NC=C1)C (3ar,5s,6as)-4-({2-[(3-ethyl-1,2,4-thiadiazol-5-yl)-carbamoyl]-hexahydrocyclopenta[c]pyrrol-5-yl}-methyl-amino)-1H-pyrrolo[2,3-b]pyridine-5-carbonitrile